5-[[5-chloro-3-(2,2-difluoroethoxy)-2-pyridyl]oxy]-3,7-dimethyl-N-(4-methyl-1,1-dioxo-thian-4-yl)imidazo[4,5-b]pyridin-4-ium-2-carboxamide ClC=1C=C(C(=NC1)OC1=CC(=C2C(=[NH+]1)N(C(=N2)C(=O)NC2(CCS(CC2)(=O)=O)C)C)C)OCC(F)F